(1R,4R)-4-aminocyclohexane-1-ol NC1CCC(CC1)O